1-((2S,3S)-1-methyl-5-oxo-2-(pyridin-3-yl)pyrrolidin-3-yl)-1-oxo-5,8,11,14,17,20,23,26-octaoxa-2-azanonacosan-29-oic acid, trifluoroacetic acid salt FC(C(=O)O)(F)F.CN1[C@@H]([C@H](CC1=O)C(NCCOCCOCCOCCOCCOCCOCCOCCOCCC(=O)O)=O)C=1C=NC=CC1